[C-]1=CC=CC2=CC=CC=C12 naphthalene-1-ide